ClC=1C(=C2C(=NC1)NC(=N2)C2=CC=C(C=C2)N2CCN(CC2)CCC#N)NC2CCN(CC2)CC2=CC=C(C=C2)OC 3-{4-[4-(6-Chloro-7-{[1-(4-methoxybenzyl)piperidin-4-yl]amino}-3H-imidazo[4,5-b]pyridin-2-yl)phenyl]piperazin-1-yl}propanenitrile